N[C@@H]1CC[C@H](CC1)NC1=NC=C(C(=N1)C1CN(CCC1)C(=O)C1CC1)F trans-(3-(2-((4-aminocyclohexyl)amino)-5-fluoropyrimidin-4-yl)piperidin-1-yl)(cyclopropyl)methanone